methyl 4-amino-5-phenylpicolinate NC1=CC(=NC=C1C1=CC=CC=C1)C(=O)OC